IMIDAZOLYL-AMINO-PYRAZIN-CARBONITRILE N1C(=NC=C1)C=1N=C(C(=NC1)C#N)N